1'-(3,5-dichloropicolinoyl)-2-oxospiro[indoline-3,4'-piperidine]-5-carboxylic acid ClC=1C(=NC=C(C1)Cl)C(=O)N1CCC2(CC1)C(NC1=CC=C(C=C12)C(=O)O)=O